BrC1=CC=C(C=C1)[C@@H](CN1C(OC(=N1)CN1C=NC=2N=CN(C2C1=O)C)=O)F (S)-3-(2-(4-bromophenyl)-2-fluoroethyl)-5-((7-methyl-6-oxo-6H-purin-1(7H)-yl)methyl)-1,3,4-oxadiazol-2(3H)-one